(R)- or (S)-4-[[1-[3-[(2,2-difluoro-1,3-benzodioxol-5-yl)-methylcarbamoyl]phenyl]-3-(trifluoromethyl)-6,7-dihydro-4H-pyrano[4,3-c]pyrazol-7-yl]oxy]benzoic acid FC1(OC2=C(O1)C=CC(=C2)N(C(=O)C=2C=C(C=CC2)N2N=C(C1=C2[C@H](COC1)OC1=CC=C(C(=O)O)C=C1)C(F)(F)F)C)F |o1:24|